dicycloPentanyl methacrylate CC(=C)C(=O)OC1CC2CC1C3C2CCC3